1-(1-methoxymethyl)-3-methylimidazolium COCN1C=[N+](C=C1)C